C(C)(C)(C)C1=C(C=CC(=C1)CCCCCCCC)O 2-t-butyl-4-octyl-phenol